FC1=CC=C(NC)C=C1 ls-4-fluoro-N-methylaniline